COC1=CC=C(CN2C(C3N(C4=C2N=CC=C4)CCNC3)=O)C=C1 6-(4-methoxybenzyl)-2,3,4,4a-tetrahydro-1H-pyrazino[1,2-a]pyrido[2,3-e]pyrazin-5(6H)-one